C(C1=CC=CC=C1)OC1=C(C(OC12CCC(CC2)OC2CCN(CC2)CCOCCOCCOCCOCCOCC(=O)OC(C)(C)C)=O)C2=C(C=C(C=C2C)C)C tert-butyl 17-(4-(((5r,8r)-4-(benzyloxy)-3-mesityl-2-oxo-1-oxaspiro[4.5]dec-3-en-8-yl)oxy)piperidin-1-yl)-3,6,9,12,15-pentaoxaheptadecanoate